tert-butyl (2-(2-((3-amino-1H-indazol-5-yl)methyl)-5-fluorophenoxy)ethyl)carbamate NC1=NNC2=CC=C(C=C12)CC1=C(OCCNC(OC(C)(C)C)=O)C=C(C=C1)F